4-(1-naphthyl)phenylboric acid C1(=CC=CC2=CC=CC=C12)C1=CC=C(C=C1)OB(O)O